(R)-1-(5-fluoro-4-ethoxypyridin-2-yl)ethane-1-ol FC=1C(=CC(=NC1)[C@@H](C)O)OCC